[5-(3-chloro-2-piperazin-1-yl-6-quinolinyl)-1,2,4-oxadiazol-3-yl]methylamine dihydrochloride Cl.Cl.ClC=1C(=NC2=CC=C(C=C2C1)C1=NC(=NO1)CN)N1CCNCC1